N-(thiazol-2-yl)acetamide 2,2,2-trifluoroacetate salt FC(C(=O)O)(F)F.S1C(=NC=C1)NC(C)=O